CN1N=CC(=C1C)C=1OC(=CN1)C=O (2-(1,5-dimethyl-1H-pyrazol-4-yl)oxazol-5-yl)methanone